OC[C@H]1N(C=C(C1)\C=C\C)C(=O)C1=C(C=C(C(=C1)OC)O[Si](C(C)C)(C(C)C)C(C)C)NC(OCC=C)=O (S,E)-allyl 2-(2-(hydroxymethyl)-4-(prop-1-enyl)-2,3-dihydro-1H-pyrrole-1-carbonyl)-4-methoxy-5-(triisopropylsilyloxy)phenylcarbamate